FCCNC1=CC=2N(C=C1)C=C(N2)C2=CC=C(C=C2)SC (2-fluoro-ethyl)-[2-(4-methylsulfanyl-phenyl)-imidazo[1,2-a]pyridin-7-yl]-amine